trans-4-[(3-chlorobenzyl)oxy]cyclohexane-1-carboxylic acid ethyl ester C(C)OC(=O)[C@@H]1CC[C@H](CC1)OCC1=CC(=CC=C1)Cl